1-(4-fluoro-2-methylphenyl)-4-oxo-3-(6-oxo-1,6-dihydropyridin-3-yl)-1,2,3,4-tetrahydroquinazoline-7-carbonitrile FC1=CC(=C(C=C1)N1CN(C(C2=CC=C(C=C12)C#N)=O)C1=CNC(C=C1)=O)C